2,5-Dibromo-4-ethoxy-1-(1,4,7,10-tetraoxaundecyl)benzene BrC1=C(C=C(C(=C1)OCC)Br)OCCOCCOCCOC